(2R)-4-(2-(tetrahydropyran-2-yl)-hydroxypropionyl)morpholine O1C(CCCC1)[C@H](C(=O)N1CCOCC1)CO